[(7a,17β)-17-hydroxy-7-[9-[(4,4,5,5,5-pentafluoropentyl)thio]nonyl]estra-1,3,5(10)-trien-3-yl]-boronic acid O[C@@H]1[C@]2(C)[C@@H](CC1)[C@@H]1[C@@H](CC=3C=C(C=CC3[C@H]1CC2)B(O)O)CCCCCCCCCSCCCC(C(F)(F)F)(F)F